5-(4-(4-cyanophenyl)piperidine-1-carbonyl)-2-methyl-N-(6-(4-methylpiperazin-1-yl)pyridin-3-yl)benzamide C(#N)C1=CC=C(C=C1)C1CCN(CC1)C(=O)C=1C=CC(=C(C(=O)NC=2C=NC(=CC2)N2CCN(CC2)C)C1)C